C1C(CC12CCC2)NC(=O)NCC2=CC(=NC=C2)C(F)(F)F 1-spiro[3.3]heptan-2-yl-3-[[2-(trifluoromethyl)pyridin-4-yl]methyl]urea